C(#N)C1=NC2=CC(=CC(=C2N=C1N1C2C3C(C1)CC(C3)C2)[C@@H](C)NC2=C(C(=O)O)C=CC=C2)C 2-(((1R)-1-(2-cyano-3-(hexahydro-3,5-methanocyclopenta[b]pyrrol-1(2H)-yl)-7-methylquinoxalin-5-yl)ethyl)amino)benzoic acid